tert-butyl (S)-4-((4-(3-(2,6-bis(benzyloxy)pyridin-3-yl)-1-methyl-1H-indazol-6-yl)-2-methylpiperazin-1-yl)methyl)piperidine-1-carboxylate C(C1=CC=CC=C1)OC1=NC(=CC=C1C1=NN(C2=CC(=CC=C12)N1C[C@@H](N(CC1)CC1CCN(CC1)C(=O)OC(C)(C)C)C)C)OCC1=CC=CC=C1